CC1=CC=C(C=C1)S(=O)(=O)[O-].C(CCCCCCCCCCCCCCC)[N+](C)(C)C hexadecyltrimethylammonium p-toluenesulphonate